D-beta-homolysine N[C@H](CCCCN)CC(=O)O